C1(CC1)CNC1=C(C#N)C=C(C=C1)C1=NC(=NO1)C=1C=C2C(CC(OC2=CC1)(CC)CC)=O 2-((cyclopropyl-methyl)amino)-5-(3-(2,2-diethyl-4-oxochroman-6-yl)-1,2,4-oxadiazol-5-yl)benzonitrile